C1(CCCCC1)SC1=CC=C(C=C1)F 1-(cyclohexylthio)-4-fluorobenzene